COC=1C(=CC=2C(C3=CC(=CC(=C3C2C1)OC)B1OC(C(O1)(C)C)(C)C)(CCCCCC)CCCCCC)B1OC(C(O1)(C)C)(C)C (3,5-dimethoxy-9,9-dihexyl-9H-fluorene-2,7-diyl)bis(4,4,5,5-tetramethyl-1,3,2-dioxaborolane)